OCCNC1=NC=2N(C(N(C(C2N1CC1=CC=C(C=C1)C1=CC=C(C=C1)C=C)=O)C)=O)C 8-((2-hydroxyethyl)amino)-1,3-dimethyl-7-((4'-vinyl-[1,1'-biphenyl]-4-yl)methyl)-3,7-dihydro-1H-purine-2,6-dione